ethyl 5-chlorobenzo[d]isoxazole-3-carboxylate ClC=1C=CC2=C(C(=NO2)C(=O)OCC)C1